tert-butyl (S)-2-(3-amino-2-fluorophenyl)pyrrolidine-1-carboxylate NC=1C(=C(C=CC1)[C@H]1N(CCC1)C(=O)OC(C)(C)C)F